1-(4-bromo-3-methylphenyl)ethan-1-one BrC1=C(C=C(C=C1)C(C)=O)C